1,5-Dimethyl-3-(4-(ethylsulfonyl)phenyl)-pyrazol-4-ol CN1N=C(C(=C1C)O)C1=CC=C(C=C1)S(=O)(=O)CC